C(C)C(COP(=O)(OCC(CCCC)CC)OCC(CCCC)CC)CCCC tris(2-ethylhexyl)phosphate